5-hydroxy-2,2,4-tris(3-methylbut-2-en-1-yl)cyclohex-4-ene-1,3-dione OC1=C(C(C(C(C1)=O)(CC=C(C)C)CC=C(C)C)=O)CC=C(C)C